(2R,3R)-3-((1-(3,5-difluorophenyl)-1H-1,2,3-triazol-4-yl)-methoxy)-2-(2,4-difluorophenyl)-1-(1H-1,2,4-triazol-1-yl)butan-2-ol FC=1C=C(C=C(C1)F)N1N=NC(=C1)CO[C@@H]([C@@](CN1N=CN=C1)(O)C1=C(C=C(C=C1)F)F)C